FC1(CN(C1)C1=CC(=C(C=C1)NC=1C=CC2=C(OCC(N2)=O)C1)C)C 7-((4-(3-fluoro-3-methylazetidin-1-yl)-2-methylphenyl)amino)-2H-benzo[b][1,4]oxazin-3(4H)-one